[SiH3]C[SiH2]C 1,3-Disilabutane